NC1=NC(=CC=2C1=CN(N2)CC2=NC=CC=C2)C=2C=C(C#N)C=CC2 3-(4-amino-2-(pyridin-2-ylmethyl)-2H-pyrazolo[4,3-c]pyridin-6-yl)benzonitrile